ClC=1C2=C(N=CN1)N(C=C2C2COC2)C(C)C=2N=NN(C2)C2=C(C=CC=C2)F 4-chloro-7-{1-[1-(2-fluorophenyl)-1H-1,2,3-triazol-4-yl]Ethyl}-5-(oxetan-3-yl)-7H-pyrrolo[2,3-d]Pyrimidine